2-(m-tolylthio)benzo[d]thiazole C1(=CC(=CC=C1)SC=1SC2=C(N1)C=CC=C2)C